7-((1,3-dioxoisoindolin-2-yl)methyl)-2-(4-phenoxyphenyl)pyrazolo[1,5-a]pyrimidine-3-carbonitrile O=C1N(C(C2=CC=CC=C12)=O)CC1=CC=NC=2N1N=C(C2C#N)C2=CC=C(C=C2)OC2=CC=CC=C2